(3S,5R)-tert-Butyl 3-(dimethylamino)-5-((7-trityl-7H-pyrrolo[2,3-d]pyrimidin-4-yl)amino)piperidine-1-carboxylate CN([C@@H]1CN(C[C@@H](C1)NC=1C2=C(N=CN1)N(C=C2)C(C2=CC=CC=C2)(C2=CC=CC=C2)C2=CC=CC=C2)C(=O)OC(C)(C)C)C